FC(C1=NC(=CC=C1C=1CCNCC1)C(=O)NC)F 2-(difluoromethyl)-N-methyl-1',2',3',6'-tetrahydro-[3,4'-bipyridine]-6-carboxamide